C1(=CC=CC=C1)N(C(=O)OCC1CCC(CC1)COCC(=O)O)C=1C=C(C=CC1)C 2-(((1r,4r)-4-((phenyl(m-tolyl)carbamoyl-oxy)methyl)cyclohexyl)methoxy)acetic acid